N-{2-[2-(2-methoxyethoxy)ethoxy]ethyl}-5-[2-({2-[2-(2-methoxyethoxy)ethoxy]ethyl}carbamoyl)-1,3-dioxo-2,3-dihydro-1H-indene-5-carbonyl]-1,3-dioxo-2,3-dihydro-1H-indene-2-carboxamide COCCOCCOCCNC(=O)C1C(C2=CC=C(C=C2C1=O)C(=O)C=1C=C2C(C(C(C2=CC1)=O)C(NCCOCCOCCOC)=O)=O)=O